11-dihydroxymethyl-undecane tert-butyl-(E)-4-((5-benzyl-1-(tert-butoxycarbonyl)-2-oxopyrrolidin-3-ylidene)methyl)-2,2-dimethyloxazolidine-3-carboxylate C(C)(C)(C)OC(=O)N1C(OCC1/C=C\1/C(N(C(C1)CC1=CC=CC=C1)C(=O)OC(C)(C)C)=O)(C)C.OC(CCCCCCCCCCC)O